1-(4-fluorophenyl)-6-methyl-5-(1-(methylsulfonyl)-3-(4-(trifluoromethyl)benzyl)pyrrolidin-3-yl)-1H-indazole FC1=CC=C(C=C1)N1N=CC2=CC(=C(C=C12)C)C1(CN(CC1)S(=O)(=O)C)CC1=CC=C(C=C1)C(F)(F)F